C(C)[SiH2]CC Diethylsilan